Cl.N1OC(CCO1)N1C(C2=CC=C(C=C2C1=O)N1CC2(C1)CCNCC2)=O 2-(2,6-dioxapiperidin-3-yl)-5-(2,7-diazaspiro[3.5]non-2-yl)isoindoline-1,3-dione hydrochloride